C1CCC2=C(C=3CCCC3C=C12)NC(=O)NS(=O)(=O)\C=C\C1CCNCC1 (E)-N-((1,2,3,5,6,7-hexahydro-s-indacen-4-yl)carbamoyl)-2-(piperidin-4-yl)ethenesulfonamide